CC(C(C)=O)C 3-methylbutanone